N-ethyl-5-fluoro-2-[6-(3-hydroxyazetidin-3-yl)-1-methyl-1H-indazol-4-yl]-N-(isopropyl)benzamide C(C)N(C(C1=C(C=CC(=C1)F)C1=C2C=NN(C2=CC(=C1)C1(CNC1)O)C)=O)C(C)C